Trans-N-(4-{[6-(5-chloro-2-fluorophenyl)-3-[(2-hydroxy-ethyl)sulfanyl]pyridazin-4-yl]-amino}pyridin-2-yl)-3-(4-methoxypiperidin-1-yl)cyclobutane-1-carboxamide ClC=1C=CC(=C(C1)C1=CC(=C(N=N1)SCCO)NC1=CC(=NC=C1)NC(=O)[C@@H]1C[C@H](C1)N1CCC(CC1)OC)F